OC1=C(C(=CC(=C1)OCC1=CC=CC=C1)OCC1=CC=CC=C1)C(\C=C\C1=CC(=C(C=C1)O)OC)=O (E)-1-[2-Hydroxy-4,6-bis(phenylmethoxy)phenyl]-3-(4-hydroxy-3-methoxyphenyl)prop-2-en-1-one